C(C=C)N(C(OCC1=CC=CC=C1)=O)C(CC=C)C1=C(C=C(C=C1)C(F)(F)F)Br benzyl N-allyl-N-[1-[2-bromo-4-(trifluoromethyl)phenyl]but-3-enyl]carbamate